C(C)(C)(C)OC(NCCCCNCC=CC1=CC=CC=C1)=O (4-cinnamylaminobutyl)carbamic acid tert-butyl ester